(1R,4R,SR)-tert-butyl 5-(benzylamino)-2-azabicyclo[2.2.1]heptane-2-carboxylate C(C1=CC=CC=C1)N[C@@H]1[C@H]2CN([C@@H](C1)C2)C(=O)OC(C)(C)C |&1:8|